C(C)(C)(C)OC(=O)N1[C@@H](CCC1)C=1C=C(C=C2CCN(CC12)C(=O)C=1N(N=C(C1)C)C)C=1C=C2C(=NC1)NC=C2C (S)-2-[2-(2,5-dimethylpyrazole-3-carbonyl)-6-(3-methyl-1H-pyrrolo[2,3-b]pyridine-5-yl)-1,2,3,4-tetrahydroisoquinolin-8-yl]pyrrolidine-1-carboxylic acid tert-butyl ester